C1(CC1)C1=CC=C(C(=N1)N)SC 6-cyclopropyl-3-(methylthio)pyridin-2-amine